naphthyl phenyl sulfide C1(=CC=CC=C1)SC1=CC=CC2=CC=CC=C12